ClC=1C=CC(=C2C=NNC12)COC1=NN=C(S1)NC(C1=C(C=NC=C1)C1=C(C=CC=C1)OC)=O N-(5-((7-chloro-1H-indazol-4-yl)methoxy)-1,3,4-thiadiazol-2-yl)-3-(2-methoxyphenyl)isonicotinamide